CS(=O)(=O)N1CCC(CC1)CC1=CC=C(C=C1)NC(OCC1=CN=CO1)=O oxazol-5-ylmethyl (4-((1-(methylsulfonyl)piperidin-4-yl)methyl)phenyl)carbamate